C(=C)[Si](O)(O)O vinylsilanetriol